CC1=C(C(=C(C1([Hf]C1=C(C2=C3CCCC3=CC=C2C1)C(C)(C)C)C)C)C)C pentamethylcyclopentadienyl-(1-tert-butyl-3,6,7,8-tetrahydro-as-indacenyl)hafnium